(1S,5S)-3-benzyl-5-(trifluoromethyl)-3-azabicyclo[3.1.0]hexane C(C1=CC=CC=C1)N1C[C@H]2C[C@]2(C1)C(F)(F)F